2-(tert-butyl) 3-methyl (S)-7-((tetrahydro-2H-pyran-4-yl)methoxy)-3,4-dihydroisoquinoline-2,3(1H)-dicarboxylate O1CCC(CC1)COC1=CC=C2C[C@H](N(CC2=C1)C(=O)OC(C)(C)C)C(=O)OC